tert-butyl (R)-3-((S)-3-(5-bromothiophene-3-yl)-1-(tert-butoxy)-1-oxopropane-2-yl)pyrrolidine-1-carboxylate BrC1=CC(=CS1)C[C@H](C(=O)OC(C)(C)C)[C@@H]1CN(CC1)C(=O)OC(C)(C)C